1,2,3,4-tetrahydroquinoline N1CCCC2=CC=CC=C12